Cl.Cl.C1(CCCCC1)OC(=O)OC(C)OC(=O)[C@@]1(NC[C@@H]2NCC[C@@H]21)CCCCB(O)O 4-((3aS,4R,6aR)-4-((1-(cyclohexyloxycarbonyloxy)ethoxy)carbonyl)octahydropyrrolo[3,4-b]pyrrol-4-yl)butylboronic acid dihydrochloride